(S)-N-methyl-1-(8-(pyridin-4-yl)chroman-4-yl)methanamine CNC[C@H]1CCOC2=C(C=CC=C12)C1=CC=NC=C1